5-chloro-3-iodo-1-methylpyrazolo[4,3-d]pyrimidine ClC=1N=CC2=C(N1)C(=NN2C)I